P(=O)(O)(O)[O-].OCC[NH3+] beta-hydroxyethyl-ammonium dihydrogen phosphate